FC(C1(C2=NN=C(C3=CC=CC(N4CCCC4CCCCC1)=N3)O2)O)(F)F 6-(trifluoromethyl)-22-oxa-3,4,16,21-tetraazatetracyclo[15.3.1.12,5.012,16]Docosa-1(20),2,4,17(21),18-pentaen-6-ol